C(C)OC(=O)[C@@H]1CN(C[C@H]1C)CC1=CC=CC=C1 |r| Racemic-trans-1-benzyl-4-methyl-pyrrolidine-3-carboxylic acid ethyl ester